[Cl-].C(C)[N+](C)(C)CCOCCOC N-ethyl-N-[2-(2-methoxyethoxy)ethyl]-N,N-dimethyl-ammonium chloride